3-(difluoromethyl)piperazine-1-carboxylic acid FC(C1CN(CCN1)C(=O)O)F